ClC(C(F)F)F 2-chloro-1,1,2-trifluoroethane